C(C=C(C)CCC=C(C)CCC=C(C)C)CC(C)=O trans-farnesyl-acetone